FC1=C(C(=O)N([C@H]2CNCCC2)C2=NC=CC3=CC=CC(=C23)C)C=CC(=C1)N1N=C(N=N1)CCC (R)-2-fluoro-N-(8-methylisoquinolin-1-yl)-N-(piperidin-3-yl)-4-(5-propyl-2H-tetrazol-2-yl)benzamide